C1(CC1)C[C@@H](C(=O)N[C@@H](C[C@H]1C(NCCC1)=O)C(CO)=O)NC(=O)C=1NC2=C(C=CC=C2C1)F N-[(2S)-3-cyclopropyl-1-({(2S)-4-hydroxy-3-oxo-1-[(3S)-2-oxopiperidin-3-yl]butan-2-yl}amino)-1-oxopropan-2-yl]-7-fluoro-1H-indole-2-carboxamide